2,6-Dibenzyloxy-3-(4,4,5,5-tetramethyl-1,3,2-dioxaborolan-2-yl)pyridine C(C1=CC=CC=C1)OC1=NC(=CC=C1B1OC(C(O1)(C)C)(C)C)OCC1=CC=CC=C1